FC=1C=C(C#N)C=CC1N1CC(N(C2(CC(C2)C=2OC(=NN2)C)C1=O)CC1=CC=C(C=C1)C(F)(F)F)=O 3-fluoro-4-((2r,4r)-2-(5-methyl-1,3,4-oxadiazol-2-yl)-6,9-dioxo-5-(4-(trifluoromethyl)benzyl)-5,8-diazaspiro[3.5]nonan-8-yl)benzonitrile